2-(3-((4-(3-((2-((1S)-1-((tetrahydro-2H-pyran-2-yl)oxy)ethyl)-1H-imidazol-1-yl)methyl)isoxazol-5-yl)phenyl)butane-1,3-diyn-1-yl)azetidine-1-yl)acetamide O1C(CCCC1)O[C@@H](C)C=1N(C=CN1)CC1=NOC(=C1)C1=CC=C(C=C1)C#CC#CC1CN(C1)CC(=O)N